CC1=C(C=2SCC[C@H]3N(C2N=C1)CCNC3)C (R)-3,4-dimethyl-6,7,7a,8,10,11-hexahydro-9H-pyrazino[1,2-d]pyrido[3,2-b][1,4]thiazepin